COC(NC1=NC=CC(=C1)C1=NC=C(C(=C1)C(F)(F)F)OC[C@@](CC(=C)C)(C)N)=O Methyl-(S)-(5-((2-amino-2,4-dimethylpent-4-en-1-yl)oxy)-4-(trifluoromethyl)-(2,4'-bipyridyl)-2'-yl)carbamate